C1(CC1)C=1C(=C(OC=2N=NC3=CC=CC=C3C2C(=O)NCC(F)(F)C2=C(C=C(C=C2)C)C)C=CC1)F 3-(3-cyclopropyl-2-fluoro-phenoxy)-N-[2-(2,4-dimethyl-phenyl)-2,2-difluoro-ethyl]cinnoline-4-carboxamide